(2R,3R,4S)-2-[2-chloro-6-[[(1R)-4-methoxyindan-1-yl]amino]purin-9-yl]tetrahydrothiophene-3,4-diol ClC1=NC(=C2N=CN(C2=N1)[C@@H]1SC[C@H]([C@H]1O)O)N[C@@H]1CCC2=C(C=CC=C12)OC